dibenzo-furan-6-boronic acid C1=CC=CC=2OC3=C(C21)C=CC=C3B(O)O